tris-hydroxymethyl-aminosilane OC[Si](N)(CO)CO